4-[5-(aminomethyl)pyrimidin-2-yl]-3-(2-methyl-5-morpholin-4-ylpyrazol-3-yl)oxybenzonitrile NCC=1C=NC(=NC1)C1=C(C=C(C#N)C=C1)OC=1N(N=C(C1)N1CCOCC1)C